COC1CCN(CC1)C(C#C)=O 1-(4-methoxypiperidin-1-yl)prop-2-yn-1-one